C1(=CC=CC=C1)C1=CN=C(O1)C1=CC=C(C=C1)C=1OC(=CN1)C1=CC=CC=C1 1,4-Bis(5-phenyl-2-oxazolyl)benzene